COC(=O)C=1C(N(N=C(C1)C1=CC=C(C=C1)C(F)(F)F)C=1C=NC=CC1)=O 3-oxo-2-(pyridin-3-yl)-6-[4-(trifluoromethyl)phenyl]-2,3-dihydropyridazine-4-carboxylic acid methyl ester